(((((1-(2-(dimethylamino)ethyl)-1H-pyrazol-4-yl)methyl)azanediyl)bis(ethane-2,1-diyl))bis(azanetriyl))tetrakis(hexane-6,1-diyl) tetrakis(2-hexyldecanoate) C(CCCCC)C(C(=O)OCCCCCCN(CCN(CCN(CCCCCCOC(C(CCCCCCCC)CCCCCC)=O)CCCCCCOC(C(CCCCCCCC)CCCCCC)=O)CC=1C=NN(C1)CCN(C)C)CCCCCCOC(C(CCCCCCCC)CCCCCC)=O)CCCCCCCC